NC1=C2N=C(N(C2=NC=N1)CCCNC(C)C)SC1=CC2=C(OCO2)C=C1I 6-amino-8-[(6-iodo-1,3-benzodioxol-5-yl)thio]-N-(1-methylethyl)-9H-purine-9-propylamine